COCCN(C=1N=C(C2=C(N1)C(=NC(=N2)N(CCOCCCN2CCN(CC2)C)CCOC)N2CCC(CC2)OC)N2CCC(CC2)OC)CCOC N2,N2,N6-tris(2-methoxyethyl)-4,8-bis(4-methoxypiperidin-1-yl)-N6-(2-(3-(4-methylpiperazin-1-yl)propoxy)ethyl)pyrimido[5,4-d]pyrimidine-2,6-diamine